2-(4-(4-acetamidophenyl)-1-oxoisoindolin-2-yl)-N-(2-((tert-butyldiphenylsilyl)oxy)-1-(5-methyl-1,3,4-thiadiazol-2-yl)ethyl)-3-hydroxypropanamide C(C)(=O)NC1=CC=C(C=C1)C1=C2CN(C(C2=CC=C1)=O)C(C(=O)NC(CO[Si](C1=CC=CC=C1)(C1=CC=CC=C1)C(C)(C)C)C=1SC(=NN1)C)CO